CS(=O)(C)=NC=1C=CC(=C(C1)N1CC(C(C2=C1C=C(N2)C(=O)O)=O)C)OC2=C(C=C(C=C2C)F)C 4-{5-{[dimethyl(oxo)-λ6-sulfanylidene]amino}-2-(4-fluoro-2,6-dimethylphenoxy)phenyl}-6-methyl-7-oxo-6,7-dihydro-1H-pyrrolo[2,3-e]pyridine-2-carboxylic acid